(3,4-dihydro-3-methyl-1(2H)-quinolinyl)[3-(tetrahydro-1,1-dioxido-2H-1,2-thiazin-2-yl)phenyl]methanone CC1CN(C2=CC=CC=C2C1)C(=O)C1=CC(=CC=C1)N1S(CCCC1)(=O)=O